C(C)(=O)NC(C(=O)O)C[C@@H](CCCCC)C (4R)-2-acetamido-4-methyl-nonanoic acid